N-((1S,4S)-4-Hydroxycyclohexyl)-3-((7-(1-methyl-1H-pyrazol-5-yl)-4-oxoquinazolin-3(4H)-yl)methyl)benzamide OC1CCC(CC1)NC(C1=CC(=CC=C1)CN1C=NC2=CC(=CC=C2C1=O)C1=CC=NN1C)=O